triaminoethyl-glycine amide NC(CNCC(=O)N)(N)N